C(#N)[C@H]1N(CC(C1)(F)F)C(CNC(=O)C1=CC=NC2=CC=CC=C12)=O N-[2-[(2S)-2-cyano-4,4-difluoropyrrolidin-1-yl]-2-oxoethyl]quinoline-4-carboxamide